C(#N)C1(CC1)C1N(CCC(C1)C(=O)N)C1=CC=NC2=CC(=C(C=C12)OC)OC (1-cyanocyclopropyl)-1-(6,7-dimethoxyquinolin-4-yl)piperidine-4-carboxamide